C=1N=CN2C1C1=CC=CC=C1C2C2(C(C(CCC2)(C)C)O)C 2-(5H-Imidazo[5,1-a]isoindol-5-yl)-2,6,6-trimethylcyclohexan-1-ol